BrC=1C(=CC=C2C(=C(C=NC12)C(=O)OCC)C1(CC(C1)(OC)OC)C(=O)OC)F ethyl 8-bromo-4-[3,3-dimethoxy-1-(methoxycarbonyl)cyclobutyl]-7-fluoroquinoline-3-carboxylate